C(CC)OC(CCCCCCC\C=C/CCCCCCCC)=O.FC(C1=CC=C(C=C1)C=CCCC=O)(F)F 5-(4-(trifluoromethyl)phenyl)pent-4-enal propyloleate